OC1(CCC(CC1)[C@H]1NC2=C(OC1)C=C(C=C2[N+](=O)[O-])S(=O)(=O)N)C (R)-3-((1R,4R)-4-hydroxy-4-methylcyclohexyl)-5-nitro-3,4-dihydro-2H-benzo[b][1,4]oxazine-7-sulfonamide